FC=1C=2N(C=C(C1)C1=NC=C(C(=N1)C)C(=O)NC1CCN(C3(CC3)C1)C(=O)OC(C)(C)C)C=C(N2)C tert-butyl 7-[[2-(8-fluoro-2-methyl-imidazo[1,2-a]pyridin-6-yl)-4-methyl-pyrimidine-5-carbonyl]amino]-4-azaspiro[2.5]octane-4-carboxylate